4-((6-Bromo-3,4-dihydronaphthalen-2-yl)ethynyl)-2,6-difluoroaniline BrC=1C=C2CCC(=CC2=CC1)C#CC1=CC(=C(N)C(=C1)F)F